3-[4-(3-{4-chloro-3-ethyl-1H-pyrrolo[2,3-b]pyridin-3-yl}phenyl)-3-oxopiperazin-1-yl]propionic acid ClC1=C2C(=NC=C1)NCC2(CC)C=2C=C(C=CC2)N2C(CN(CC2)CCC(=O)O)=O